O[C@]1(CCC2(C3CCC4(C(CCC4C3CCC2C1)C(C)=O)C)C)C ((S)-3-hydroxy-3,10,13-trimethyl-1,2,4,5,6,7,8,9,11,12,14,15,16,17-tetradecahydrocyclopenta[a]phenanthren-17-yl)ethanone